ClC=1N=C2C(=C(C(N(C2=CC1)C)=O)C#N)N1C[C@@H]([C@@H](CC1)N(C1=C(C=C(C=C1)F)C)C)C 6-chloro-4-[(3S,4R)-4-(4-fluoro-N,2-dimethyl-anilino)-3-methyl-1-piperidyl]-1-methyl-2-oxo-1,5-naphthyridine-3-carbonitrile